O1CCN(CC1)CCNC(=O)C=1NC=C(C1)NC(=O)C=1NC=C(C1)NC(C1=CC=C(C=C1)\C=C\C=1C=NC2=CC=CC=C2C1)=O (E)-N-(2-morpholinoethyl)-4-(4-(4-(2-(quinolin-3-yl)vinyl)benzamido)-1H-pyrrole-2-carboxamido)-1H-pyrrole-2-carboxamide